ClC1=C(CNC2=C3N=CN(C3=NC=N2)[C@H]2[C@@H](O)[C@H](O)[C@H](O2)CO)C=CC(=C1)F 6-(2-Chloro-4-fluorobenzylamino)-9-β-D-arabinofuranosylpurin